[C@@H]1(CC(O)=C(CO)O1)N1C(=O)NC(=O)C=C1 deoxy-3',4'-didehydro-uridine